C(C)OC(=O)C1[C@H]2CC(C[C@@H]12)O[Si](C)(C)C(C)(C)C (1R,5S,6r)-3-((tert-butyldimethylsilyl)oxy)bicyclo[3.1.0]Hexane-6-carboxylic acid ethyl ester